C(C)(C)(C)OC(=O)NC=1SC2=C(N1)C=C(C=C2)OC(C(=O)OCC)(F)F 2-ethyl 2-[(2-{[(tert-butoxy)carbonyl]amino}-1,3-benzothiazol-5-yl)oxy]-2,2-difluoroacetate